O1CC(C1)C=CCCCCCCCCCCCCCCCCCCCCC(=O)O 23-(oxetan-3-yl)tricosan-22-enoic acid